COC1=C(C=C(C=C1)[C@@H]1CC[C@H](CC1)CN(C(=O)[C@@H]1CC[C@H](CC1)OCC1=CC=C(C=C1)OC)C1=CC(=CC=C1)C1=CN=C(S1)OC)C trans-N-((trans-4-(4-Methoxy-3-methylphenyl)cyclohexyl)methyl)-4-((4-methoxybenzyl)oxy)-N-(3-(2-methoxythiazol-5-yl)phenyl)cyclohexanecarboxamide